ClC1=CC=C(N=N1)C1NCC2C1CC(C2)N (6-chloropyridazin-3-yl)octahydrocyclopenta[c]pyrrol-5-amine